C(C)(=O)N1CCC(CC1)CNC=1N=CC2=C(N1)N(C(C(=C2)C=2C(=C(C=CC2F)NS(=O)(=O)N2C[C@@H](CC2)F)F)=O)C (3R)-N-[3-[2-[(1-acetylpiperidin-4-yl)methylamino]-8-methyl-7-oxopyrido[2,3-d]pyrimidin-6-yl]-2,4-difluorophenyl]-3-fluoropyrrolidine-1-sulfonamide